P(=O)(Cl)(Cl)OC(C)C 2-propanol dichlorophosphate